CC1(CCN(CC1)C(=O)OC(C)(C)C)C(=O)OCC 1-tert-butyl 4-ethyl 4-methylpiperidine-1,4-dicarboxylate